S(=O)(=O)(ON1[C@@H]2CC[C@H](N(C1=O)C2)C(NC2CCC(CC2)NC(C)=O)=N)O (2S,5R)-2-(N-(4-Acetamidocyclohexyl) carbamimidoyl)-7-oxo-1,6-diazabicyclo[3.2.1]octan-6-yl hydrogen sulfate